C1(CCC1)CC=1C=CC(NC1)=O 5-(cyclobutylmethyl)pyridin-2(1H)-one